(1-(4-methyl-3-((5-(4-methylpiperazine-1-carbonyl)pyridin-2-yl)amino)benzoyl)piperidin-4-yl)benzonitrile CC1=C(C=C(C(=O)N2CCC(CC2)C2=C(C#N)C=CC=C2)C=C1)NC1=NC=C(C=C1)C(=O)N1CCN(CC1)C